(4-amino-5,5-dimethyl-6-oxo-benzo[h]quinazolin-8-yl)trifluoromethanesulfonate NC1=NC=NC=2C3=C(C(C(C12)(C)C)=O)C=C(C=C3)OS(=O)(=O)C(F)(F)F